1-[bromo(dideutero)methyl]-2,3,4,5,6-pentadeutero-benzene BrC(C1=C(C(=C(C(=C1[2H])[2H])[2H])[2H])[2H])([2H])[2H]